[C@@H]12N(C[C@@H](NC1)C2)C=2C=CC=1N=CN=C(C1N2)NC2=NC=C(C(=C2F)C)Cl 6-((1S,4S)-2,5-Diazabicyclo[2.2.1]heptan-2-yl)-N-(5-chloro-3-fluoro-4-methylpyridin-2-yl)pyrido[3,2-d]pyrimidin-4-amine